3-[1-oxo-5-(4-phenylquinolin-2-yl)-2,3-dihydro-1H-isoindol-2-yl]piperidine O=C1N(CC2=CC(=CC=C12)C1=NC2=CC=CC=C2C(=C1)C1=CC=CC=C1)C1CNCCC1